6-Bromo-N-methyl-N-(4-methyl-2-nitrophenylethyl)-4-(trifluoromethyl)pyridin-2-amine BrC1=CC(=CC(=N1)N(CCC1=C(C=C(C=C1)C)[N+](=O)[O-])C)C(F)(F)F